1-indoline-1-yl-ethanone N1(CCC2=CC=CC=C12)C(C)=O